C1OC[C@H]2[C@@H]1CC(C2)O[C@@H](COC(CCC(=O)O)=O)C2=C(C=CC=C2)OC 4-[(2R)-2-[[(3aR,5s,6aS)-3,3a,4,5,6,6a-hexahydro-1H-cyclopenta[c]furan-5-yl]oxy]-2-(2-methoxyphenyl)ethoxy]-4-oxo-butanoic acid